N-3-pyridyl[4-methyl-1-(2H-tetraazol-5-yl)pentyl]amine N1=CC(=CC=C1)NC(CCC(C)C)C=1N=NNN1